3H-serotonin C1=CC2=C(C=C1O)C(C=N2)CCN